C(C)C#CCCCCCC ethyl-octyne